FC(C(=O)O)(F)F.ClC=1C=C2C(=NC(=NC2=C(C1C1=C2C=NNC2=CC=C1C)OC1CCC1)OC1CCN(CC1)C)N1CCNCC1 6-chloro-8-cyclobutoxy-7-(5-methyl-1H-indazol-4-yl)-2-((1-methylpiperidin-4-yl)oxy)-4-(piperazin-1-yl)quinazoline trifluoroacetate